C(#N)C1=CC(=C(OCC(C(=O)OC)(C)C)C=C1)C(F)(F)F methyl 3-(4-cyano-2-(trifluoromethyl) phenoxy)-2,2-dimethylpropanoate